COC(=O)C1=C(C(=NN1CC1CC(CC1)(F)F)O)C(F)(F)F.CN[Ge]NC bis(methylamino)germanium methyl-1-((3,3-difluorocyclopentyl)methyl)-3-hydroxy-4-(trifluoromethyl)-1H-pyrazole-5-carboxylate